C[NH+]1CCC2=CC(=C(C=C2[C@H]1CC3=CC(=C(C=C3)OC)O)OC)OC The molecule is the (R)-enantiomer of laudanine(1+). It is a conjugate acid of a (R)-laudanine. It is an enantiomer of a (S)-laudanine(1+).